COC1=CC=C(C=C1)C1=NN2C(N=CC(=C2)C(=O)C2=C(C=CC(=C2)[N+](=O)[O-])O)=C1 (2-(4-methoxyphenyl)pyrazolo[1,5-a]pyrimidin-6-yl)(2-hydroxy-5-nitrophenyl)methanone